N-(2,2-dimethoxyethyl)-4-nitrobenzenesulfonamide COC(CNS(=O)(=O)C1=CC=C(C=C1)[N+](=O)[O-])OC